(1-Ethyl-2,3,4,5-tetramethylcyclopentadienyl)(2-phenylindenyl)zirconium diiodide [I-].[I-].C(C)C1(C(=C(C(=C1C)C)C)C)[Zr+2]C1C(=CC2=CC=CC=C12)C1=CC=CC=C1